5-(5-fluoro-2-{[(3S)-3-(morpholin-4-ylmethyl)-3,4-dihydroisoquinolin-2(1H)-yl]carbonyl}phenyl)-N-(2-hydroxypyrimidin-5-yl)-1,2-dimethyl-N-phenyl-1H-pyrrole-3-carboxamide FC=1C=CC(=C(C1)C1=CC(=C(N1C)C)C(=O)N(C1=CC=CC=C1)C=1C=NC(=NC1)O)C(=O)N1CC2=CC=CC=C2C[C@H]1CN1CCOCC1